3-difluoromethoxythiophene-2-carboxylic acid methyl ester COC(=O)C=1SC=CC1OC(F)F